1-(4-carbomethoxyphenyl)-3-methyl-5-pyrazolone C(=O)(OC)C1=CC=C(C=C1)N1N=C(CC1=O)C